CN1N=CC(=C1)CN1C(NC2=C(C1=O)C=C(S2)S(=O)(=O)NC2(CC2)C)=O 3-((1-methyl-1H-pyrazol-4-yl)methyl)-N-(1-methylcyclopropyl)-2,4-dioxo-1,2,3,4-tetrahydrothieno[2,3-d]pyrimidine-6-sulfonamide